2-((4-(tert-butyl)benzyl)thio)-3-(1-methyl-5-(trifluoromethyl)-1H-benzo[d]imidazol-2-yl)benzonitrile C(C)(C)(C)C1=CC=C(CSC2=C(C#N)C=CC=C2C2=NC3=C(N2C)C=CC(=C3)C(F)(F)F)C=C1